O1C(=C(C(=O)C=2C(O)=CC(O)=CC12)C1=C(C=C(C=2C(C=C(OC12)C1=CC=C(O)C=C1)=O)O)O)C1=CC=C(O)C=C1 3,8'-Biapigenin